CC=1C(N2[C@H]([C@H](CCC2=CC1)NS(=O)(=O)C1CC1)COC1CCC(CC1)CCCCC)=O |r| rac-N-[(3S,4R)-7-methyl-6-oxo-4-({[(1r,4S)-4-pentylcyclohexyl]oxy}methyl)-1,3,4,6-tetrahydro-2H-quinolizin-3-yl]cyclopropanesulfonamide